(phenyl)[phenyl(diphenylaminophenyl)aminobiphenyl] C1(=CC=CC=C1)C1=C(C(=C(C=C1)C1=CC=CC=C1)NC1=C(C=CC=C1)N(C1=CC=CC=C1)C1=CC=CC=C1)C1=CC=CC=C1